N,N,N-trimethyl-6-(2-propenylamino)-1-hexanaminium chloride [Cl-].C[N+](CCCCCCNCC=C)(C)C